8-fluoro-5-[[1-(2-fluoro-4-nitro-phenyl)-4-piperidylidene]methyl]-3,4-dihydro-1H-isoquinoline-2-carboxylic acid benzyl ester C(C1=CC=CC=C1)OC(=O)N1CC2=C(C=CC(=C2CC1)C=C1CCN(CC1)C1=C(C=C(C=C1)[N+](=O)[O-])F)F